C(N)(=O)C1=CC=C(CN2C(=CC3=CC=C(C=C23)C(=O)N)C(=O)NC2=CC(=CC=C2)C2=NC=CC=C2)C=C1 1-(4-Carbamoylbenzyl)-N2-(3-(pyridin-2-yl)phenyl)-1H-indole-2,6-dicarboxamide